ClC1=C(C=C2C(=C(C(N(C2=N1)C=1C(=NC(=CC1C)C)C(C)C)=O)C#N)O)F 7-chloro-6-fluoro-4-hydroxy-1-(2-isopropyl-4,6-dimethylpyridin-3-yl)-2-oxo-1,2-dihydro-1,8-naphthyridin-3-nitrile